N'-hydroxy-4-[(2-oxopropyl)sulfanyl]-1,2,5-oxadiazole-3-carboximidamide ON=C(N)C1=NON=C1SCC(C)=O